4-[(2-fluoro-6-chlorobenzyl)amino]-2-[[1-(2-hydroxy-ethyl)-1H-pyrazol-4-yl]amino]pyrimidin FC1=C(CNC2=NC(=NC=C2)NC=2C=NN(C2)CCO)C(=CC=C1)Cl